6-triacontenic acid C(CCCCC=CCCCCCCCCCCCCCCCCCCCCCCC)(=O)O